dihydropyrazolo[1,5-a]pyrazin N1CC=C2N1C=CN=C2